N-(3-fluoro-4-(7-fluoro-1,3,4,5-tetrahydro-2H-benzo[c]azepine-2-yl)-2-methylphenyl)-3,3-Dimethylbutanamide FC=1C(=C(C=CC1N1CC2=C(CCC1)C=C(C=C2)F)NC(CC(C)(C)C)=O)C